CN1C=NC(=C1)CCC(=O)O[C@H]1[C@H](NC[C@@H]1O)CC1=CC=C(C=C1)OC (2R,3S,4S)-4-hydroxy-2-[(4-methoxyphenyl) methyl]pyrrolidin-3-yl 3-(1-methylimidazol-4-yl)propanoate